4-(5,7,7,10,10-pentamethyl-8,9-dihydronaphtho[2,3-b][1,4]benzodiazepin-13-yl)benzoic acid CN1C2=C(N=C(C3=C1C=CC=C3)C3=CC=C(C(=O)O)C=C3)C=C3C(CCC(C3=C2)(C)C)(C)C